Ethyl 4-(1-methoxyethyl)quinoline-3-carboxylate COC(C)C1=C(C=NC2=CC=CC=C12)C(=O)OCC